4-(4-piperidinyl)-butyric acid N1CCC(CC1)CCCC(=O)O